9,9-bis[4'-(2''-hydroxyethoxy)phenyl]-9H-fluorene OCCOC1=CC=C(C=C1)C1(C2=CC=CC=C2C=2C=CC=CC12)C1=CC=C(C=C1)OCCO